3-[6-fluoro-3-methyl-2-oxo-5-(4-piperidyl)benzimidazol-1-yl]piperidine-2,6-dione hydrochloride Cl.FC=1C(=CC2=C(N(C(N2C)=O)C2C(NC(CC2)=O)=O)C1)C1CCNCC1